5-(2-(ethylamino)ethyl)-4-methylthiazol-2-amine C(C)NCCC1=C(N=C(S1)N)C